2-((1,1-dimethylethyl)sulphonamido)-5-(pyrimidin-2-yl)-N-(3-(trifluoromethyl)bicyclo[1.1.1]pentan-1-yl)benzamide CC(C)(C)S(=O)(=O)NC1=C(C(=O)NC23CC(C2)(C3)C(F)(F)F)C=C(C=C1)C1=NC=CC=N1